FC=1C(=NC=CC1)C(=O)NCC1=CC=C(C=C1)NC(OCC1=CC=C(C=C1)Cl)=O 4-chlorobenzyl (4-((3-fluoropicolinamido)meth-yl)phenyl)carbamate